ClC=1C(=NC=C(C1)Cl)OC1CCC(CC1)N1C(NC2=C1C=C(C=C2)C(=O)OC)=O Methyl 3-((1s,4s)-4-((3,5-dichloropyridin-2-yl)oxy)cyclohexyl)-2-oxo-2,3-dihydro-1H-benzo[d]imidazole-5-carboxylate